C(C)(C)(C)OC(=O)N1CCOC2=C1C=C(C=C2)C(C(=O)OC)O 6-(1-hydroxy-2-methoxy-2-oxoethyl)-3,4-dihydro-2H-1,4-benzoxazine-4-carboxylic acid tert-butyl ester